NC=1C=C(C(=NC1)C)NC(=O)C1=NN=C2N1C=CC(=C2)C=2C=NN(C2)C N-(5-amino-2-methylpyridin-3-yl)-7-(1-methyl-1H-pyrazol-4-yl)-[1,2,4]triazolo[4,3-a]pyridine-3-carboxamide